perfluorophenyl 5-((S)-fluoro((R)-(((S)-1-oxo-1-propoxypropan-2-yl)amino)(phenoxy) phosphoryl)methyl)benzo[b]thiophene-2-carboxylate F[C@H](C1=CC2=C(SC(=C2)C(=O)OC2=C(C(=C(C(=C2F)F)F)F)F)C=C1)[P@@](=O)(OC1=CC=CC=C1)N[C@H](C(OCCC)=O)C